ClC=1C(=CC=2C3=C(C=4N(C2C1)C(=NN4)C4=CC=CC=C4)CN([C@H]3C)C(COC)=O)OC (S)-1-(6-chloro-7-methoxy-9-methyl-3-phenyl-9,11-dihydro-10H-pyrrolo[3,4-c][1,2,4]triazolo[4,3-a]quinolin-10-yl)-2-methoxyethan-1-one